FC1=CN=C2N1C=C(C=C2)C2=CNC=1N=C(N=C(C12)OC)NC1CCC2(COC2)CC1 5-(3-fluoroimidazo[1,2-a]pyridin-6-yl)-4-methoxy-N-(2-oxaspiro[3.5]nonan-7-yl)-7H-pyrrolo[2,3-d]pyrimidin-2-amine